NC=1C=C(C=CC1C)N1N=NC(=C1)CNS(=O)(=O)C N-((1-(3-Amino-4-methylphenyl)-1H-1,2,3-triazol-4-yl)methyl)methanesulfonamide